C1=CC=CC2=C1C(=NC1=C(O2)C=CC=C1)C1=CC=C(C(=O)NO)C=C1 4-(dibenzo[b,f][1,4]oxazepin-11-yl)-N-hydroxybenzamide